5-((4-(2-chloro-3-fluoropyridin-4-yl)piperazin-1-yl)methyl)-2-(2,6-dioxopiperidin-3-yl)isoindoline-1,3-dione ClC1=NC=CC(=C1F)N1CCN(CC1)CC=1C=C2C(N(C(C2=CC1)=O)C1C(NC(CC1)=O)=O)=O